tris(2-(2-(2-hydroxyethoxy)ethoxy)ethyl)amine OCCOCCOCCN(CCOCCOCCO)CCOCCOCCO